(S)-6-Cyclobutoxy-N-(6-methylpyrazolo[1,5-a]pyrimidin-3-yl)-2-((tetrahydrofuran-3-yl)methyl)-2H-pyrazolo[3,4-b]pyridine-5-carboxamide C1(CCC1)OC=1C(=CC=2C(N1)=NN(C2)C[C@H]2COCC2)C(=O)NC=2C=NN1C2N=CC(=C1)C